(6-(4-chlorophenoxy)naphthalen-2-yl)boronic acid ClC1=CC=C(OC=2C=C3C=CC(=CC3=CC2)B(O)O)C=C1